3-methoxy-5-{3-[(2,2,6,6-tetramethylpiperidin-4-yl)oxy]-6H-isochromeno[3,4-b]pyridin-8-yl}pyridazine COC=1N=NC=C(C1)C=1C=CC2=C(C1)COC1=NC(=CC=C12)OC1CC(NC(C1)(C)C)(C)C